2-(1-((tert-butyldimethylsilyl)oxy)but-3-en-1-yl)-4-methyl-5-(4,4,5,5-tetramethyl-1,3,2-dioxaborolan-2-yl)pyridine [Si](C)(C)(C(C)(C)C)OC(CC=C)C1=NC=C(C(=C1)C)B1OC(C(O1)(C)C)(C)C